ClC=1C=CC2=C(N(C(N2)=O)C2CC2)C1 6-chloro-1-cyclopropyl-1H-benzo[d]imidazol-2(3H)-one